S(=O)(Cl)Cl.C=1(C(C(=O)O)=CC=CC1)C=1C(C(=O)O)=CC=CC1 diphenic acid compound with thionyl chloride